FC=1C=C2C(C3=NC4=CC=C(C=C4C(N3C2=CC1)=O)C=1N=CNC1)=O 8-fluoro-2-(1H-imidazol-4-yl)-6H,12H-indolo[2,1-b]quinazoline-6,12-dione